N[C@@H]1CC[C@H](CC1)NC(=O)C1=NC2=CC=C(C=C2C=C1)Cl trans-N-(4-aminocyclohexyl)-6-chloroquinoline-2-carboxamide